ClC1=C(C(=NN1CCC)C(F)(F)F)C=O 5-CHLORO-1-PROPYL-3-(TRIFLUOROMETHYL)-1H-PYRAZOLE-4-CARBALDEHYDE